6-methyl-3-(1-methyl-1H-imidazo[4,5-b]pyridin-5-yl)-2-(methylthio)-5,6,7,8-tetrahydropyrido[3,4-d]pyrimidin-4(3H)-one CC1CC2=C(N=C(N(C2=O)C2=CC=C3C(=N2)N=CN3C)SC)CN1